C1=CC=C(C=C1)NC2=CC=C(C=C2)O p-hydroxydiphenylamine